(4aS)-10-methyl-2,3,4,4a,5,6,9,14-octahydro-1H,10H-pyrazino[1',2':5,6][1,5]oxazocino[2,3-g]quinoxalin-11(12H)-one hydrochloride Cl.CC1C(NC2=CC3=C(C=C2N1)OCC[C@@H]1N(C3)CCNC1)=O